C[C@@]1(COCC1)N1CCN(CC1)C(=O)OC(C)(C)C |o1:1| (R or S)-tert-butyl 4-(3-methyltetrahydrofuran-3-yl)piperazine-1-carboxylate